C1(CCCC1)NC(OC1=CC(=CC=C1)C=1C=NC=C(C1)C=1OC=CC1)=O 3-(5-(furan-2-yl)pyridin-3-yl)phenyl cyclopentylcarbamate